C(C)(C)(C)OC(=O)N[C@H](C[B-](F)(F)F)C.[K+] potassium (S)-(2-((tert-butoxycarbonyl)amino)propyl)trifluoroborate